OCCOC(N)=O carbamic acid 2-hydroxy-ethyl ester